The molecule is a furan carrying two hydroxymethyl substituents at the 2- and 5-positions. It is a member of furans and a diol. C1=C(OC(=C1)CO)CO